C(=O)(O)C1=CC(=C(C(=O)NC2=NC=C(C(=O)O)C=C2)C=C1O)O 6-(4-carboxy-2,5-dihydroxybenzoylamino)nicotinic acid